spermine-4HCl Cl.Cl.Cl.Cl.NCCCNCCCCNCCCN